O=C1N(N=CC2=CC(=CC=C12)S(=O)(=O)C1=CC=CC=C1)CC1=C(SC=C1)C(=O)OC methyl 3-((1-oxo-6-(phenylsulfonyl)phthalazin-2(1H)-yl)methyl)thiophene-2-carboxylate